N-(2-chloro-4-fluorophenyl)-5-(2-chloro-5-(isobutyramidomethyl)benzamido)-1-(2-methoxyethyl)-1H-indole-2-carboxamide ClC1=C(C=CC(=C1)F)NC(=O)C=1N(C2=CC=C(C=C2C1)NC(C1=C(C=CC(=C1)CNC(C(C)C)=O)Cl)=O)CCOC